(E)-4-((2-(4,6-dihydroxy-2-methoxy-3-methylbenzoyl)isoindolin-4-yl)oxy)-N,N-dimethylbut-2-enamide OC1=C(C(=C(C(=O)N2CC3=CC=CC(=C3C2)OC/C=C/C(=O)N(C)C)C(=C1)O)OC)C